orthoformic acid ethyl ester C(C)OC(O)O